6-(2,4,6-tris((5-methanesulfonyl-2-1,3,4-oxadiazolyl)methoxy)benzamido)hexanoic acid CS(=O)(=O)C1=NN=C(O1)COC1=C(C(=O)NCCCCCC(=O)O)C(=CC(=C1)OCC=1OC(=NN1)S(=O)(=O)C)OCC=1OC(=NN1)S(=O)(=O)C